1-(3-(2-((3r,5r,7r)-adamantan-1-yl)acetoxy)-2-((((3-(diethylamino)propoxy)carbonyl)oxy)methyl)propyl) 8-nonyl octanedioate C(CCCCCCC(=O)OCCCCCCCCC)(=O)OCC(COC(CC12CC3CC(CC(C1)C3)C2)=O)COC(=O)OCCCN(CC)CC